3-((2-ethyl-7-methyl-1,1-dioxido-3-oxo-2,3-dihydrobenzo[d]isothiazol-6-yl)oxy)-5-fluorobenzonitrile C(C)N1S(C2=C(C1=O)C=CC(=C2C)OC=2C=C(C#N)C=C(C2)F)(=O)=O